CC([C@H](C)N)C (S)-3-methylbutan-2-amine